C(C)(=O)N[C@H]1[C@@H](O[C@@H]([C@@H]([C@@H]1OC(C)=O)OC(C)=O)COC(C)=O)OCCCC(=O)O 4-(((2R,3R,4R,5R,6R)-3-acetamido-4,5-diacetoxy-6-(acetoxymethyl)tetrahydro-2H-pyran-2-yl)oxy)butanoic acid